N-(1'-(6-(1-isopropyl-1H-pyrazol-4-yl)-4-methylpyridin-2-yl)-1',2'-dihydrospiro[cyclopropane-1,3'-pyrrolo[3,2-c]pyridin]-6'-yl)acetamide C(C)(C)N1N=CC(=C1)C1=CC(=CC(=N1)N1CC2(C=3C=NC(=CC31)NC(C)=O)CC2)C